2'-chloro-6'-(3-nitrophenoxy)-2,4'-bipyridine ClC1=NC(=CC(=C1)C1=NC=CC=C1)OC1=CC(=CC=C1)[N+](=O)[O-]